BrC1=CC(=C(C(=O)OC)C=C1)S methyl 4-bromo-2-mercaptobenzoate